(1R,2S,5S)-N-[(1R)-1-cyano-2-(6-methyl-2-oxo-1H-quinolin-3-yl)ethyl]-3-[(2S)-2-(methanesulfonamido)-3,3-dimethyl-butyryl]-6,6-dimethyl-3-azabicyclo[3.1.0]hexane-2-carboxamide C(#N)[C@@H](CC=1C(NC2=CC=C(C=C2C1)C)=O)NC(=O)[C@@H]1[C@H]2C([C@H]2CN1C([C@H](C(C)(C)C)NS(=O)(=O)C)=O)(C)C